4-(4-fluoro-1H-benzoimidazol-2-yl)-1,2,5-oxadiazol-3-amine FC1=CC=CC=2NC(=NC21)C=2C(=NON2)N